phenyl-{[phenyl(biphenylyl)triazinyl]phenyl}dibenzothiophene C1(=CC=CC=C1)C1=C(C2=C(SC3=C2C=CC=C3)C=C1)C1=C(C=CC=C1)C1=NN=NC(=C1C1=C(C=CC=C1)C1=CC=CC=C1)C1=CC=CC=C1